BrC=1C=C2CCN(C2=CC1)C1C(NC(CC1)=O)=O 3-(5-bromoindolin-1-yl)piperidine-2,6-dione